FC(C=1C=C(C=C(C1)C(F)(F)F)C(C(=O)O)(C)C)(F)F 2-(3,5-bis-trifluoromethyl-phenyl)-2-methyl-propionic acid